2-(1-isopropyl-1H-pyrazol-4-yl)-1-methyl-N-(tetrahydro-2H-pyran-4-yl)-1H-pyrrolo[3,2-c]pyridin-6-amine C(C)(C)N1N=CC(=C1)C1=CC=2C=NC(=CC2N1C)NC1CCOCC1